FC(C=1C=C(C=CC1)N1C(SC(C1=O)=CC1=CC=C(C(=O)O)C=C1)=O)(F)F 4-[[3-[3-(trifluoromethyl)phenyl]-2,4-dioxo-5-thiazolidinylidene]methyl]benzoic acid